C(#N)C1=C(C=C(C2=C1C(CO2)([2H])[2H])C2=CC=C(C=C2)C(C)C)NCC(C(=O)NO)=C 2-[[[4-cyano-3,3-dideutero-7-(4-isopropylphenyl)-2H-benzofuran-5-yl]amino]methyl]prop-2-enehydroxamic acid